2-[(8-Chlorochinolin-2-yl)amino]pyridin ClC=1C=CC=C2C=CC(=NC12)NC1=NC=CC=C1